5-methyl-isoindole CC1=CC2=CNC=C2C=C1